CC1(OB(OC1(C)C)C=1C=C(C=CC1)N1CCC1)C 1-(3-(4,4,5,5-tetramethyl-1,3,2-dioxaborolan-2-yl)phenyl)azetidine